C1CC12OC(COC2)COC2=CC=C(C=C2)N2C(C(=CC=C2C(F)(F)F)C(=O)N)=O (4-(4,7-dioxaspiro[2.5]oct-5-ylmethoxy)phenyl)-2-oxo-6-(trifluoromethyl)-1,2-dihydropyridine-3-carboxamide